(2S,4R)-4-(2-((2-fluorophenyl)amino)-2-oxoethyl)-1-(2-methylbenzofuro[3,2-d]pyrimidin-4-yl)pyrrolidine-2-carboxylic acid FC1=C(C=CC=C1)NC(C[C@H]1C[C@H](N(C1)C=1C2=C(N=C(N1)C)C1=C(O2)C=CC=C1)C(=O)O)=O